Cl.NC=1C=C(C=CC1)C1=NNC(C2=CC=CC=C12)=O 4-(3-aminophenyl)phthalazin-1(2H)-one hydrochloride